C(=O)=C1NC=CC(=C1)C1=NN2C(C=CC=C2)=C1C(=O)NC1=CC(=NC=C1)C(F)(F)F (2-carbonyl-1,2-dihydropyridin-4-yl)-N-(2-(trifluoromethyl)pyridin-4-yl)pyrazolo[1,5-a]pyridine-3-carboxamide